N-[1-cyano-2-[2-oxo-3-piperidyl]ethyl]-2-[3-cyclopropyl-2-[(2,2,2-trifluoroacetyl)amino]propanoyl]-5,5-difluoro-2-azabicyclo[2.2.2]octane-3-carboxamide C(#N)C(CC1C(NCCC1)=O)NC(=O)C1N(C2CC(C1CC2)(F)F)C(C(CC2CC2)NC(C(F)(F)F)=O)=O